1-((1s,3s)-3-((5-(imidazo[1,2-a]pyridin-6-yl)-4-methoxy-7H-pyrrolo[2,3-d]pyrimidin-2-yl)amino)-1-methylcyclobutyl)pyrrolidin-2-one N=1C=CN2C1C=CC(=C2)C2=CNC=1N=C(N=C(C12)OC)NC1CC(C1)(C)N1C(CCC1)=O